5-azaspiro[2.5]octan-7-ol C1CC12CNCC(C2)O